NC1CC=CCC1C(=O)O 6-Amino-3-cyclohexene-1-carboxylic acid